methyl (R)-4-(2-(4-(3,4-dimethoxybenzyl)-2-(2-isopropylphenyl)piperazin-1-yl)-7-azaspiro[3.5]nonan-7-yl)-2-((3-fluoro-1H-pyrrolo[2,3-b]pyridin-5-yl)oxy)benzoate COC=1C=C(CN2C[C@H](N(CC2)C2CC3(C2)CCN(CC3)C3=CC(=C(C(=O)OC)C=C3)OC=3C=C2C(=NC3)NC=C2F)C2=C(C=CC=C2)C(C)C)C=CC1OC